2-(5-(cyclohexylsulfonyl)-2,5-diazabicyclo[2.2.1]heptan-2-yl)-N-(5-cyclopropyl-1H-pyrazol-3-yl)quinazolin-4-amine C1(CCCCC1)S(=O)(=O)N1C2CN(C(C1)C2)C2=NC1=CC=CC=C1C(=N2)NC2=NNC(=C2)C2CC2